Indole hydrochloride hydrate O.Cl.N1C=CC2=CC=CC=C12